(6-(3-(3,4-dimethoxyphenyl) acryloyl) pyrazin-2-yl) amino-4-oxobutanoate NC(C(=O)OC1=NC(=CN=C1)C(C=CC1=CC(=C(C=C1)OC)OC)=O)CC=O